S(=O)(=O)(C1=CC=C(C)C=C1)P(C1=CC=CC=C1)C1=CC=CC=C1 tosyl-diphenylphosphorus